BrC=1C=C(C(=O)NC2=CC=C(C=C2)OC(F)(F)Cl)C=C(C1NC(C)C)NC([C@H](C)O)=O (S)-3-bromo-N-(4-(chlorodifluoromethoxy)phenyl)-5-(2-hydroxypropionylamino)-4-(isopropylamino)benzamide